BrC=1C=C2C(C(N(C2=CC1)CC1CC1)=O)=O 5-bromo-1-(cyclopropylmethyl)indoline-2,3-dione